5-chloro-2-[(3R)-3-(methoxymethyl)pyrrolidine-1-carbonyl]-7,8-dihydro-6H-spiro[[1,3]oxazolo[5,4-f]quinazoline-9,1'-cyclohexane]-7-one ClC=1C=C2C(=C3C1NC(NC31CCCCC1)=O)OC(=N2)C(=O)N2C[C@@H](CC2)COC